CSC1=NN=C(S1)S 5-methylthio-1,3,4-thiadiazole-2-thiol